ClC1=CC(=C(C=N1)C1=NN=C(S1)N1CC2CCC(C1)N2C(=O)OC(C)(C)C)N[C@@H]2COCC2 tert-butyl 3-(5-(6-chloro-4-(((S)-tetrahydrofuran-3-yl)amino)pyridin-3-yl)-1,3,4-thiadiazol-2-yl)-3,8-diazabicyclo[3.2.1]octane-8-carboxylate